allylboronic acid methyliminodiacetate CN(CC(=O)O)CC(=O)O.C(C=C)B(O)O